n-dec-1-en C=CCCCCCCCC